ClC=1C=C(C(=O)NC2=C(N=C(S2)C)C(=O)NCC2=C(C=CC=C2)OC(F)(F)F)C=C(C1O)Cl 5-(3,5-dichloro-4-hydroxybenzamido)-2-methyl-N-(2-(trifluoromethoxy)benzyl)thiazole-4-carboxamide